(benzyloxy)benzofuran-3-carboxylic acid C(C1=CC=CC=C1)OC=1OC2=C(C1C(=O)O)C=CC=C2